FC=1C=C(C=C(C1)C1=CC=NN1C)O 3-fluoro-5-(1-methyl-1H-pyrazol-5-yl)phenol